FC(C1=NN2C(N=C(C=C2NC[C@@H](C2=CC=C(C=C2)F)N2[C@@H]3CC([C@H](C2)C3)O)C(F)(F)F)=C1)(F)F (1S,4S)-2-((R)-2-((2,5-bis(trifluoromethyl)pyrazolo[1,5-a]pyrimidin-7-yl)amino)-1-(4-fluorophenyl)ethyl)-2-azabicyclo[2.2.1]heptan-5-ol